4-{[(pyridin-3-ylmethyl)carbamoyl]amino}benzene N1=CC(=CC=C1)CNC(=O)NC1=CC=CC=C1